N1C=CC2=CC(=CC=C12)C1=CC=C(N=N1)OC1C2CN3CC(CC1C3)C2 4-(6-(1H-indol-5-yl)-pyridazin-3-yloxy)-1-azatricyclo[3.3.1.13,7]decane